BrC=1C=CC2=C(C(=CO2)COC2=C(C=CC(=C2)C(C)C)C=C(SC)S(=O)C)C1 5-bromo-3-((5-isopropyl-2-(2-(methylsulfinyl)-2-(methylthio)vinyl)phenoxy)methyl)benzofuran